C1(CCCCC1)C1=CC=C(C=C1)S(=O)(=O)NC1CC(CCC1)N1CCC2=CC=CC=C12 4-CYCLOHEXYL-N-(3-(INDOLIN-1-YL)CYCLOHEXYL)BENZENESULFONAMIDE